NC=1C(=C2CCCC(C2=CC1)=O)C(F)(F)F 6-Amino-5-(trifluoromethyl)-3,4-dihydronaphthalen-1(2H)-one